(S)-1-(4-(2-(Amino(4,4-difluorocyclohexyl)methyl)benzo[d]oxazol-5-yl)tetrahydro-2H-pyran-4-yl)-5,5-difluorotetrahydropyrimidin-2(1H)-one N[C@H](C=1OC2=C(N1)C=C(C=C2)C2(CCOCC2)N2C(NCC(C2)(F)F)=O)C2CCC(CC2)(F)F